CC=1OC2=C(N1)C=C(C=C2)C2=C(C(=O)N)C=CC=C2 (2-methylbenzo[d]oxazol-5-yl)benzamide